7-[(1-acetylpiperidin-4-yl)amino]-4-[(2R)-2-hydroxy-3-(4H,5H,6H,7H-thieno[3,2-c]pyridin-5-yl)propyl]-2,3,4,5-tetrahydro-1,4-benzoxazepin-5-one C(C)(=O)N1CCC(CC1)NC=1C=CC2=C(C(N(CCO2)C[C@@H](CN2CC3=C(CC2)SC=C3)O)=O)C1